C[C@H]1C[C@@]2(NC3=NC(=C(C=C3CC2)C2=NC=CC=N2)C)CN1C([C@H](C)C1=CC(=NC=C1F)OC)=O (R)-1-((3R,5s)-5,7'-dimethyl-6'-(pyrimidin-2-yl)-3',4'-dihydro-1'H-spiro[pyrrolidin-3,2'-[1,8]naphthyridin]-1-yl)-2-(5-fluoro-2-methoxypyridin-4-yl)propan-1-one